N-([1,1'-biphenyl]-4-yl)-2-(2-(cyclopropanesulfonylamino)thiazol-4-yl)-2-methylpropanamide C1(=CC=C(C=C1)NC(C(C)(C)C=1N=C(SC1)NS(=O)(=O)C1CC1)=O)C1=CC=CC=C1